ClC=1C(=NC=C(C1N)C)OC 3-chloro-2-methoxy-5-methylpyridin-4-amine